COC=1C=C(CC2C(C(OC2)C2=CC(=C(C=C2)OC)OC)COCC#C)C=CC1OC 4-(3,4-Dimethoxybenzyl)-2-(3,4-dimethoxyphenyl)-3-((prop-2-yn-1-yloxy)methyl)tetrahydrofuran